N=1C=CC(C1)=O Pyrrole-4-one